3-chloro-7-((2S)-2-(1-cyclopropyl-1H-pyrazol-4-yl)tetrahydro-2H-pyran-4-yl)-9-(2-fluoro-4-methoxyphenyl)-2-methyl-4H-pyrazino[1,2-a]pyrimidin-4-one ClC1=C(N=C2N(C1=O)C=C(N=C2C2=C(C=C(C=C2)OC)F)C2C[C@H](OCC2)C=2C=NN(C2)C2CC2)C